OC(CCC(=O)OCCC(C)CCC=C(C)C)C citronellyl gamma-hydroxypentanoate